5-fluoro-4-(4-fluoro-1-isopropyl-2-methyl-1H-benzo[d]imidazol-6-yl)-N-(5-(piperazin-1-ylmethyl)pyridin-2-yl)pyrimidin-2-amine trifluoroacetate FC(C(=O)O)(F)F.FC=1C(=NC(=NC1)NC1=NC=C(C=C1)CN1CCNCC1)C=1C=C(C2=C(N(C(=N2)C)C(C)C)C1)F